6-(4-Fluorobenzyl)-3-(3-methylbenzyl)-1,2,3,4,6,8,9,10-octahydro-5H-pyrido[3,4-e]pyrimido[1,2-a]pyrimidin-5-one FC1=CC=C(CN2C=3N(C4=C(C2=O)CN(CC4)CC4=CC(=CC=C4)C)CCCN3)C=C1